C(#N)CC[B-](F)(F)F.[K+] potassium (2-cyanoethyl)trifluoroborate